7-(1-(adamantan-1-ylmethyl)-5-methyl-1H-pyrazol-4-yl)-4-(5-(benzo[d]thiazol-2-ylamino)-6-methoxypyrazine-2-yl)-3,4-dihydro-2H-pyrido[3,2-b][1,4]oxazine-8-carboxylic acid C12(CC3CC(CC(C1)C3)C2)CN2N=CC(=C2C)C2=C(C=3OCCN(C3N=C2)C2=NC(=C(N=C2)NC=2SC3=C(N2)C=CC=C3)OC)C(=O)O